C1(CC1)N1CCN(CC1)C1CCN(CC1)C1=C(C=C(C(=C1)OC)NC1=NC=NC(=C1)N1OCC[C@H]1C1=CC(=CC=C1)C=1SC=CC1)NC(C=C)=O (S)-N-(2-(4-(4-cyclopropylpiperazin-1-yl)piperidin-1-yl)-4-meth-oxy-5-((6-(3-(3-(thiophen-2-yl)-phenyl)isoxazolidin-2-yl)pyrimidin-4-yl)amino)-phenyl)acrylamide